COCOC1=C(C(=CC(=C1)C(F)(F)F)C)C1=CC2=C(N=N1)C(=CO2)C2=CCCN(C2)C(=O)OC(C)(C)C tert-butyl 5-(3-(2-(methoxymethoxy)-6-methyl-4-(trifluoromethyl)phenyl)furo[3,2-c]pyridazin-7-yl)-3,6-dihydropyridine-1(2H)-carboxylate